FC(OC1=C(C(=O)N[C@H]2[C@H](C2)F)C(=CC(=C1)C=1C=NN2C1C=CC(=C2)C(C)(C)NCCO)OC)F 2-(difluoromethoxy)-N-[(1R,2S)-2-fluorocyclopropyl]-4-[6-[1-(2-hydroxyethylamino)-1-methylethyl]pyrazolo[1,5-a]pyridin-3-yl]-6-methoxy-benzamide